C(C)(C)(C)OC(=O)N1CC2(CC1)CC(C(C2)CC2=CC1=C(NC(N1)=O)C=C2)=O 7-oxo-8-((2-oxo-2,3-dihydro-1H-benzo[d]imidazol-5-yl)methyl)-2-azaspiro[4.4]nonane-2-carboxylic acid tert-butyl ester